BrC1=CC=C(C=C1)CCC(=O)OCC Ethyl 3-(4-bromophenyl)propionate